ClC1=CC2=C(C=N1)[C@](C(N2)=O)(C)C2=C(C=CC(=C2)Cl)OC (3R)-6-chloro-3-(5-chloro-2-methoxyphenyl)-3-methyl-1H-pyrrolo[3,2-c]pyridin-2(3H)-one